FC1=C(C=CC(=C1)I)NC1=C(C=2C(=NC=C(C2)F)S1)C(=O)NOCCO ((2-fluoro-4-iodophenyl)amino)-N-(2-hydroxyethoxy)-5-fluorothieno[2,3-b]pyridine-3-carboxamide